CS(=O)(=O)OC[C@H]1[C@@H](CC1)CO[Si](C)(C)C(C)(C)C ((1R,2R)-2-(((TERT-BUTYLDIMETHYLSILYL)OXY)METHYL)CYCLOBUTYL)METHYL METHANESULFONATE